NCC=1C=C(C=CC1)CN 1-[3-(Aminomethyl)phenyl]methanamine